(S)-N-((S)-1-cyclohexyl-2-((S)-2-(4-(4-fluorobenzoyl)thiazol-2-yl)pyrrolidin-1-yl)-2-oxoethyl)-2-(methylamino)propionamide C1(CCCCC1)[C@@H](C(=O)N1[C@@H](CCC1)C=1SC=C(N1)C(C1=CC=C(C=C1)F)=O)NC([C@H](C)NC)=O